COC1=C(CNC2=NC=3C=C(C(=CC3C=3N2N=C(N3)[C@H]3CNCCC3)F)OC)C=CC(=C1)OC (R)-N-(2,4-dimethoxybenzyl)-9-fluoro-8-methoxy-2-(piperidin-3-yl)-[1,2,4]triazolo[1,5-c]quinazolin-5-amine